(1-(4,4-difluorocyclohexyl)-3-iodo-2-oxopropyl)carbamate FC1(CCC(CC1)C(C(CI)=O)NC([O-])=O)F